C(CCC)C(CO)(CO)CC 2-butyl-2-ethylpropan-1,3-diol